1,2-diiodooxy-3-morpholinopropane IOCC(CN1CCOCC1)OI